C(C)(C)(C)OC(=O)NC1=CC=C(C(=N1)N1N=CC(=C1C(F)(F)F)C(=O)OCC)C ethyl 1-(6-((tert-butoxycarbonyl)amino)-3-methylpyridin-2-yl)-5-(trifluoromethyl)-1H-pyrazole-4-carboxylate